N1=NC=CC=CC=C1 azazocine